O1CCN(CC1)C1=CC=C(C(=O)NC=2SC(=CN2)[N+](=O)[O-])C=C1 4-morpholino-N-(5-nitrothiazol-2-yl)benzamide